water monocalcium phosphate P(=O)([O-])([O-])O.[Ca+2].O